N-(4-cyclobutyl-3-(2-fluorobenzyl)-1-methyl-1H-pyrazol-5-yl)-2-(1-(trifluoromethyl)cyclopropyl)acetamide C1(CCC1)C=1C(=NN(C1NC(CC1(CC1)C(F)(F)F)=O)C)CC1=C(C=CC=C1)F